C(CCCCCCC\C=C/CCCCCCCC)(=O)NCCC[N+](C)(C)CCCS(=O)(=O)OO oleamidopropyl-(hydroxysulfo)propyl-dimethylammonium